C(C)(C)(C)OC(N(CCC1=CC=CC=C1)C(NCC)=O)=O ethylcarbamoyl-phenethylcarbamic acid tert-butyl ester